4-PHENYLTHIOPHENE-2-BORONIC ACID C1(=CC=CC=C1)C=1C=C(SC1)B(O)O